CN1N=CC(=C1)C=1C2=C(N=C(N1)C1=CC=CC=C1)CN(CC2)C(C=C)=O 1-(4-(1-methyl-1H-pyrazol-4-yl)-2-phenyl-5,8-dihydropyrido[3,4-d]pyrimidin-7(6H)-yl)prop-2-en-1-one